C(CCC)(=O)OCC1=CC(=CC=C1)O 3-hydroxybenzyl butyrate